NCCCCN1C2=NC(=NC(=C2N=C1Br)N)OCCCC 9-(4-aminobutyl)-8-bromo-2-butoxy-9H-purin-6-amine